(R)-1,13-bis(diphenylphosphino)-7,8-dihydro-6H-dibenzo[f,h][1,5]dioxonine C1(=CC=CC=C1)P(C1=CC=CC=2OCCCOC3=C(C21)C(=CC=C3)P(C3=CC=CC=C3)C3=CC=CC=C3)C3=CC=CC=C3